ClC=1C(=NC=CC1)O[C@@H]1CN(CC1)C1=C(C=C(C=C1)OC1=C(C=CC=C1)F)CO (S)-(2-(3-(3-chloropyridin-2-yloxy)pyrrolidin-1-yl)-5-(2-fluorophenoxy)phenyl)methanol